N-(6-(2-(((1r,4r)-4-aminocyclohexyl)amino)-8-ethylquinazolin-6-yl)-5-methylpyridazin-3-yl)-2-chlorobenzene-sulfonamide NC1CCC(CC1)NC1=NC2=C(C=C(C=C2C=N1)C1=C(C=C(N=N1)NS(=O)(=O)C1=C(C=CC=C1)Cl)C)CC